ethyl 2-(4-(benzylthio)-3-fluorophenyl)-2-methylpropanoate C(C1=CC=CC=C1)SC1=C(C=C(C=C1)C(C(=O)OCC)(C)C)F